(3R)-3-amino-5,5-difluoro-8-[5-(1-methyl-1-methylsulfonyl-ethyl)-1,3,4-oxadiazol-2-yl]-1-[(4-phenoxyphenyl)methyl]-3,4-dihydro-1-benzazepin-2-one N[C@H]1C(N(C2=C(C(C1)(F)F)C=CC(=C2)C=2OC(=NN2)C(C)(S(=O)(=O)C)C)CC2=CC=C(C=C2)OC2=CC=CC=C2)=O